N'-[(2S,3R)-2-{[3-(4,6-dimethylpyridin-2-yl)-2-fluorophenyl]methyl}-4,4-difluoro-1-(1-hydroxycyclobutane-1-carbonyl)pyrrolidin-3-yl]-N,N-dimethylsulfuric diamide CC1=CC(=NC(=C1)C)C=1C(=C(C=CC1)C[C@@H]1N(CC([C@@H]1NS(N(C)C)(=O)=O)(F)F)C(=O)C1(CCC1)O)F